ClC1=C(C(=O)N2CCC(CC2)N2C(NC3=C2C=C(C=C3)C(=O)O)=O)C=CC(=C1)Cl 3-(1-(2,4-dichlorobenzoyl)piperidin-4-yl)-2-oxo-2,3-dihydro-1H-benzo[d]imidazole-5-carboxylic acid